[2-(2,5-dimethoxy-4-nitrophenyl)ethyl][(2-nitrophenyl)methyl]amine COC1=C(C=C(C(=C1)[N+](=O)[O-])OC)CCNCC1=C(C=CC=C1)[N+](=O)[O-]